4-((6-(4-(4-(6-amino-5-((R)-1-(2,6-dichloro-3-fluorophenyl)ethoxy)pyridin-3-yl)-1H-pyrazol-1-yl)piperidin-1-yl)-6-oxohexyl)amino)-2-(2,6-dioxopiperidin-3-yl)isoindoline-1,3-dione NC1=C(C=C(C=N1)C=1C=NN(C1)C1CCN(CC1)C(CCCCCNC1=C2C(N(C(C2=CC=C1)=O)C1C(NC(CC1)=O)=O)=O)=O)O[C@H](C)C1=C(C(=CC=C1Cl)F)Cl